4-(1-methyl-1H-indol-3-yl)pyrimidine CN1C=C(C2=CC=CC=C12)C1=NC=NC=C1